Cl.N(N)CC12CC(C1)(C2)C=O 3-(hydrazinomethyl)bicyclo[1.1.1]Pent-1-yl-methanone hydrochloride